N(=[N+]=[N-])[C@H]1C[C@@H](O[C@]1(C)CO)N1C(NC(C(=C1)C)=O)=O 1-[(2R,4S,5S)-4-azido-5-(hydroxymethyl)-5-methyloxolan-2-yl]-5-methyl-3H-pyrimidine-2,4-dione